CC=1C=C(C=CC1SC=C)SC1=CC(=C(C=C1)SC=C)C bis(3-methyl-4-(vinylthio) phenyl) sulfide